[N+](=O)([O-])C1=CC=C(C=C1)NC1=CC=CC=C1 4-nitro-N,N-diphenylamine